C(C(C)C)N1CCN(CC1)C1=C(N=C(S1)C1=NNC(=C1C(C)C)C=1C=C(C=2N(C1)N=CN2)OC)C 5-(4-isobutylpiperazin-1-yl)-2-(4-isopropyl-5-(8-methoxy-[1,2,4]triazolo[1,5-a]pyridin-6-yl)-1H-pyrazol-3-yl)-4-methylthiazole